aluminium chloride tartrate C(=O)(O)C(O)C(O)C(=O)O.[Al](Cl)(Cl)Cl